C1NCCC12CCOCC2 8-Oxa-2-aza-spiro[4.5]decane